Cl.O=C1NC(CC[C@@H]1NC1=CC(=C(C=C1)N1CCC(CC1)(O)CC(=O)O)F)=O 2-[1-[4-[[(3S)-2,6-dioxo-3-piperidinyl]amino]-2-fluoro-phenyl]-4-hydroxy-4-piperidinyl]acetic acid hydrochloride